CCOC1CCC(=O)O1 The molecule is a butan-4-olide that is gamma-butyrolactone substituted by an ethoxy group at position 5. It has a role as a metabolite. It derives from a gamma-butyrolactone.